4-(2-fluoro-3-(trifluoromethyl)phenyl)butanoic acid FC1=C(C=CC=C1C(F)(F)F)CCCC(=O)O